CCOC(=O)C1=CC=C(C=C1)O The molecule is an ethyl ester resulting from the formal condensation of the carboxy group of 4-hydroxybenzoic acid with ethanol, It has a role as an antimicrobial food preservative, an antifungal agent, a plant metabolite and a phytoestrogen. It is a paraben and an ethyl ester.